NC1=C2C([C@]3([C@](OC4=C3C=CC(=C4)OC(F)(F)F)(C2=CC=C1)O)NC(C)=O)=O N-((4bR,9bR)-1-amino-4b-hydroxy-10-oxo-7-(trifluoromethoxy)-4b,10-dihydro-9bH-indeno[1,2-b]benzofuran-9b-yl)acetamide